NC1=NN2C(C=C(C=C2)C=2C(=C(C(=O)NC(C)CC(O)C3=CC=C(C=C3)Cl)C(=CC2)C)F)=N1 (2-amino-[1,2,4]triazolo[1,5-a]pyridin-7-yl)-N-[4-(4-chlorophenyl)-4-hydroxybut-2-yl]-2-fluoro-6-methylbenzamide